N-[(2,6-dimethoxyphenyl)methyl]-1-[2-(1-piperidinyl)-4-pyridinyl]methanamine COC1=C(C(=CC=C1)OC)CNCC1=CC(=NC=C1)N1CCCCC1